((1R,5S,6s)-3-(7,7-difluoro-2-(2-methylazetidin-1-yl)-6,7-dihydro-5H-cyclopenta[d]pyrimidin-4-yl)-3-azabicyclo[3.1.0]hex-6-yl)acetic acid FC1(CCC2=C1N=C(N=C2N2C[C@@H]1C([C@@H]1C2)CC(=O)O)N2C(CC2)C)F